ClC1=C(C=C(C=C1)F)C1CCN(CC1)C(=O)C1=NN=C2N1C=C(C=C2)C#N 3-(4-(2-chloro-5-fluorophenyl)piperidine-1-carbonyl)-[1,2,4]triazolo[4,3-a]pyridine-6-carbonitrile